NC1CN(CCC1)C(CNC(C1=C(C=C(C=C1)NC=1C=2N(C=CN1)C(=CN2)C=2C(=NN(C2)CC#N)C(F)(F)F)CC)=O)=O N-[2-(3-amino-1-piperidyl)-2-oxo-ethyl]-4-[[3-[1-(cyanomethyl)-3-(trifluoromethyl)pyrazol-4-yl]imidazo[1,2-a]pyrazin-8-yl]amino]-2-ethyl-benzamide